ClC1=CC(=C(C(=O)NC2=CC(=C(C=C2)F)C(N)=NO)C=C1Cl)N1CCC(CCC1)(F)F 4,5-dichloro-2-(4,4-difluoroazepan-1-yl)-N-(4-fluoro-3-(N'-hydroxycarbamimidoyl)phenyl)benzamide